FC(C(=O)O)(F)F.N1CCC(CC1)CNC(=O)C1CC1 N-(piperidin-4-ylmethyl)cyclopropanecarboxamide, trifluoroacetate salt